ClC1=C(C=2C(=NC=CC2OC2=CC(=C(N)C=C2)C)N1COCC[Si](C)(C)C)Cl 4-((2,3-DICHLORO-1-((2-(TRIMETHYLSILYL)ETHOXY)METHYL)-1H-PYRROLO[2,3-B]PYRIDIN-4-YL)OXY)-2-METHYL-ANILINE